N-n-pentadecanoyl-proline C(CCCCCCCCCCCCCC)(=O)N1[C@@H](CCC1)C(=O)O